(3S,4S)-3-fluoro-4-[[6-[6-(1-methylcyclopropyl)imidazo[1,2-a]pyrazin-3-yl]-2-pyridinyl]amino]pyrrolidine-1-carboxylic acid tert-butyl ester C(C)(C)(C)OC(=O)N1C[C@@H]([C@H](C1)NC1=NC(=CC=C1)C1=CN=C2N1C=C(N=C2)C2(CC2)C)F